2-(morpholin-4-yl)-N-[4-nitro-2-(trifluoromethyl)phenyl]acetamide N1(CCOCC1)CC(=O)NC1=C(C=C(C=C1)[N+](=O)[O-])C(F)(F)F